4-((3,5-Bis(9,9-dimethyl-9H-fluoren-1-yl)phenyl)(1,10-phenanthroline-3-yl)amino)benzonitrile CC1(C2=CC=CC=C2C=2C=CC=C(C12)C=1C=C(C=C(C1)C1=CC=CC=2C3=CC=CC=C3C(C12)(C)C)N(C1=CC=C(C#N)C=C1)C=1C=NC2=C3N=CC=CC3=CC=C2C1)C